Cl.N[C@@H](C(=O)N1CCN(CC1)C)C (2R)-2-amino-1-(4-methylpiperazin-1-yl)propan-1-one-hydrochloride